3-(6-chloro-2-oxo-benzo[c]indol-1-yl)piperidine-2,6-dione ClC=1N=C2C=CC(C(C23C1C=CC=C3)C3C(NC(CC3)=O)=O)=O